(Z)-1-(1-(but-1-en-1-yl)cyclohexyl)-3,5-dimethoxybenzene C(=C/CC)/C1(CCCCC1)C1=CC(=CC(=C1)OC)OC